N-(1-((R)-1-(5-fluoro-2-methyl-6-((1R,5S)-2-oxo-3-azabicyclo[3.1.0]hexan-3-yl)pyridin-3-yl)ethyl)-1H-pyrazol-4-yl)pyrazine-2-carboxamide FC=1C=C(C(=NC1N1C([C@@H]2C[C@@H]2C1)=O)C)[C@@H](C)N1N=CC(=C1)NC(=O)C1=NC=CN=C1